1-[(R)-7-(4-fluorobenzoyl)-8-methyl-3-(3-methyl-1,2,4-thiadiazol-5-yl)-5,6,7,8-tetrahydroimidazo[1,5-a]pyrazin-1-yl]-4-hydroxypiperidine FC1=CC=C(C(=O)N2[C@@H](C=3N(CC2)C(=NC3N3CCC(CC3)O)C3=NC(=NS3)C)C)C=C1